[O].[N].CC1(NC(CCC1)(C)C)C 2,2,6,6-tetramethylpiperidine nitrogen oxygen